Cl.S1N=CC=C1N isothiazol-5-amine hydrochloride salt